N-(3-((2-((diethylamino)methyl)benzyl)carbamoyl)phenyl)-pyridine-2-carboxamide C(C)N(CC)CC1=C(CNC(=O)C=2C=C(C=CC2)NC(=O)C2=NC=CC=C2)C=CC=C1